4-(4-[4-[2-(2,6-dioxopiperidin-3-yl)-1,3-dioxoisoindol-5-yl]piperazin-1-yl]butyl)piperidine-1-carboxylic acid tert-butyl ester C(C)(C)(C)OC(=O)N1CCC(CC1)CCCCN1CCN(CC1)C=1C=C2C(N(C(C2=CC1)=O)C1C(NC(CC1)=O)=O)=O